C(C)(=O)C1=C(C=CC=C1)OC(=O)N1CCN(CC1)C(=S)SCC(=O)OCC 2-acetylphenyl-4-(((2-ethoxy-2-oxoethyl)thio)carbonothioyl)piperazine-1-carboxylate